FCCCCC1=CC=C(CSC=2OC3=CC=CC=C3C(C2C)=O)C=C1 2-[4-(4-fluorobutyl)benzylthio]-3-methylchromen-4-one